BrCC1=NN(C(=C1)CO[Si](C)(C)C(C)(C)C)C 3-(bromomethyl)-5-(((tert-butyldimethylsilyl)oxy)methyl)-1-methyl-1H-pyrazole